2-(4-(2-acetyl-5-chlorophenyl)-5-methoxy-2-oxopyridin-1(2H)-yl)-4-(tert-butoxy)-N-(3,4-dihydro-2H-benzo[b][1,4]oxazin-7-yl)butanamide C(C)(=O)C1=C(C=C(C=C1)Cl)C1=CC(N(C=C1OC)C(C(=O)NC=1C=CC2=C(OCCN2)C1)CCOC(C)(C)C)=O